1-(1H-benzo[d]imidazol-2-yl)ethan-1-amine N1C(=NC2=C1C=CC=C2)C(C)N